N-[5-ethylsulfanyl-6-[3-methyl-6-(trifluoromethyl)imidazo[4,5-c]pyridin-2-yl]-3-pyridinyl]cyclopropanecarboxamide C(C)SC=1C=C(C=NC1C1=NC2=C(C=NC(=C2)C(F)(F)F)N1C)NC(=O)C1CC1